5-(2'-Chloro-5'-methoxy-6-methyl-[4,4'-bipyridine]-3-carboxamido)-N-(4-(2-hydroxypropan-2-yl)phenyl)-N-methyl-1,3,4-thiadiazole-2-carboxamide ClC1=NC=C(C(=C1)C1=C(C=NC(=C1)C)C(=O)NC1=NN=C(S1)C(=O)N(C)C1=CC=C(C=C1)C(C)(C)O)OC